monothioalcohol S(O)O